phenoxyl-propyl-trimethoxysilane phenyl-(4-(((tert-butoxycarbonyl)amino)methyl)phenyl)carbamate C1(=CC=CC=C1)N(C(O)=O)C1=CC=C(C=C1)CNC(=O)OC(C)(C)C.O(C1=CC=CC=C1)CO[Si](OC)(OC)CCC